O(C1=CC=CC=C1)CCCC(C(=O)OC)C(=O)OC Dimethyl 2-(3-phenoxypropyl)malonate